octanethioic acid, S-[3-(triethoxysilyl)propyl] ester C(CCCCCCC)(SCCC[Si](OCC)(OCC)OCC)=O